(R)-2,5-dimethoxy-4-(piperidin-3-yl)benzonitrile COC1=C(C#N)C=C(C(=C1)[C@@H]1CNCCC1)OC